N-(2'-(4,4-difluorocyclohexyl)-3-fluoro-[2,4'-bipyridyl]-3'-yl)-6-fluoronicotinamide FC1(CCC(CC1)C1=NC=CC(=C1NC(C1=CN=C(C=C1)F)=O)C1=NC=CC=C1F)F